1-methyl-7-pentadecene CCCCCCCC=CCCCCCCC